N-(2,3-dimethylbutan-2-yl)heptane-1,7-diamine CC(C)(C(C)C)NCCCCCCCN